C1(CCCCC1)CN1N=CC(=C1C)C=1C(=NC(=CC1)N1CC2=C(C=CC=C2CC1)C(NC=1SC=C(N1)C)=O)C(=O)NS(=O)(=O)CCCCCC(=O)O 6-(N-(3-(1-(cyclohexylmethyl)-5-methyl-1H-pyrazol-4-yl)-6-(8-((4-methylthiazol-2-yl)carbamoyl)-3,4-dihydroisoquinolin-2(1H)-yl)picolinoyl)sulfamoyl)hexanoic acid